ClC1=C(C=CC=C1)C1=NN=C(S1)N1OC=CC1CC N-(5-(2-chlorophenyl)-1,3,4-thiadiazol-2-yl)-3-ethylisoxazole